ethyl 5-amino-2-chloro-6-(5-(methoxymethoxy)-2-methylphenyl)pyrimidine-4-carboxylate NC=1C(=NC(=NC1C1=C(C=CC(=C1)OCOC)C)Cl)C(=O)OCC